CS(=O)C1=C(C=CC=C1)C1=CC2=C(C=C1)N1C(OC3=C(C1=O)C=CC=C3)=N2 8-(2-Methylsulfinylphenyl)-benz-imidazolo[2,1-b][1,3]benzoxazin-12-on